(R)-3-(1-((1-(3-cyclohexyl-2-methylpropanoyl)-4-hydroxypiperidin-4-yl)methyl)-4-(2-fluorophenyl)-6-oxo-1,6-dihydropyridin-3-yl)benzylcarbamic acid tert-butyl ester C(C)(C)(C)OC(NCC1=CC(=CC=C1)C1=CN(C(C=C1C1=C(C=CC=C1)F)=O)CC1(CCN(CC1)C([C@@H](CC1CCCCC1)C)=O)O)=O